tert-Butyl (S)-((7-((5,5-difluoro-2-oxotetrahydropyrimidin-1(2H)-yl)methyl)imidazo[1,2-b]pyridazin-2-yl)(4,4-difluorocyclohexyl)methyl)carbamate FC1(CNC(N(C1)CC1=CC=2N(N=C1)C=C(N2)[C@H](C2CCC(CC2)(F)F)NC(OC(C)(C)C)=O)=O)F